2-(4-bromo-2-fluorophenyl)acetyl chloride BrC1=CC(=C(C=C1)CC(=O)Cl)F